2-(4-(2-(5-chloro-1,4-dimethyl-6-oxo-1,6-dihydropyridin-3-yl)-4-fluoro-3-isopropyl-1H-indol-5-yl)piperidin-1-yl)-N,N-dimethylacetamide ClC1=C(C(=CN(C1=O)C)C=1NC2=CC=C(C(=C2C1C(C)C)F)C1CCN(CC1)CC(=O)N(C)C)C